N1=CC=C(C=C1)CCC=1C=C2C(=NC=NC2=CC1)N1CC2(C1)CCNCC2 2-(6-(2-(pyridin-4-yl)ethyl)quinazolin-4-yl)-2,7-diazaspiro[3.5]nonan